4-[3-fluoro-6-(1-methylpyrazol-4-yl)pyrazolo[1,5-a]pyrazin-4-yl]-3,6-dihydro-2H-pyridine-1-carboxylic acid tert-butyl ester C(C)(C)(C)OC(=O)N1CCC(=CC1)C=1C=2N(C=C(N1)C=1C=NN(C1)C)N=CC2F